1-(6-(4-(1,6-dimethyl-1H-indazol-7-yl)-5,6,7,8-tetrahydro-2-quinazolinyl)-2,6-diazaspiro[3.4]octan-2-yl)-2-propen-1-one CN1N=CC2=CC=C(C(=C12)C1=NC(=NC=2CCCCC12)N1CC2(CN(C2)C(C=C)=O)CC1)C